(7S,8S)-7-((S)-8-fluoro-5H-imidazo[5,1-a]isoindol-5-yl)-5,6,7,8-tetrahydroisoquinolin-8-ol FC1=CC=C2[C@@H](N3C(C2=C1)=CN=C3)[C@@H]3CCC=1C=CN=CC1[C@H]3O